Octyl sulphide C(CCCCCCC)SCCCCCCCC